C(=C)C(C=C)=CCC 3-Vinylhexadien